C1(CCCCC1)C1=C(C(C(=O)[O-])=CC=C1)O 3-Cyclohexylsalicylat